6-chloro-3-fluoro-1-propyl-1H-pyrazolo[3,4-b]pyridine ClC1=CC=C2C(=N1)N(N=C2F)CCC